C1=C2C(C3=C(NC2=CC=N1)C1=C(N3)C=CN=C1)=O 5,10-dihydro-11H-pyrido[3',4':4,5]pyrrolo[3,2-b][1,6]naphthyridin-11-one